3-(7-((3-(7-azaspiro[3.5]nonan-7-yl)propyl)amino)thieno[3,2-b]pyridin-5-yl)-N,N-diethylbenzamide C1CCC12CCN(CC2)CCCNC2=C1C(=NC(=C2)C=2C=C(C(=O)N(CC)CC)C=CC2)C=CS1